CN(C(C(=O)N1CCC2(CC(C2)NC2=CC(=NC=N2)C(=O)N)CC1)=O)C 6-((7-(2-(dimethylamino)-2-oxoacetyl)-7-azaspiro[3.5]nonan-2-yl)amino)pyrimidine-4-carboxamide